(S)-1-(3-(4-((3-chloro-4-(pyrazin-2-ylmethoxy)phenyl)amino)quinazolin-6-yl)piperidin-1-yl)prop-2-en-1-one ClC=1C=C(C=CC1OCC1=NC=CN=C1)NC1=NC=NC2=CC=C(C=C12)[C@H]1CN(CCC1)C(C=C)=O